2,7-bis(piperidin-1-yl-sulfonyl)-9H-fluoren-9-one oxime N1(CCCCC1)S(=O)(=O)C1=CC=2C(C3=CC(=CC=C3C2C=C1)S(=O)(=O)N1CCCCC1)=NO